(S)-(2-(4-(pyrazolo[1,5-a]pyridin-2-yl)-1,4,6,7-tetrahydro-5H-imidazo[4,5-c]pyridin-5-yl)pyrimidin-5-yl)(pyrrolidin-1-yl)methanone N1=C(C=C2N1C=CC=C2)[C@H]2N(CCC1=C2N=CN1)C1=NC=C(C=N1)C(=O)N1CCCC1